C(#N)C[C@@H]1N(CCN(C1)C=1C2=C(N=C(N1)S(=O)(=O)C)OC1(CC2)CCCC2=CC=CC(=C21)C)C(=O)OCC2=CC=CC=C2 benzyl (2S)-2-(cyanomethyl)-4-(8-methyl-2'-(methylsulfonyl)-3,4,5',6'-tetrahydro-2H-spiro[naphthalene-1,7'-pyrano[2,3-d]pyrimidin]-4'-yl)piperazine-1-carboxylate